NCCCCCCC=1C=C(C=NC1)N1C[C@H](CCC1)C(=O)NC=1C=CC(N(C1)CC(=O)OCC)=O Ethyl 2-[5-[[(3S)-1-[5-(6-aminohexyl)-3-pyridyl]piperidine-3-carbonyl]amino]-2-oxo-1-pyridyl]acetate